(R)-1-(2-chloro-pyridin-3-yl)-ethyl (1-methyl-4-(5-(phenyl-carbamoyl)-pyridin-2-yl)-1H-1,2,3-triazol-5-yl)carbamate CN1N=NC(=C1NC(O[C@H](C)C=1C(=NC=CC1)Cl)=O)C1=NC=C(C=C1)C(NC1=CC=CC=C1)=O